4,5-DIHYDRO-1H-PYRAZOLE-1-CARBOXIMIDAMIDE N1(N=CCC1)C(N)=N